C(C)N1C2=CC=CC=C2C=2C=C(C=CC12)C1(OC(=O)C2=CC=C(C=C12)N(C)C)C=1C=CC=2N(C3=CC=CC=C3C2C1)CC 3,3-bis(9-ethyl-3-carbazolyl)-5-dimethylaminophthalide